ClC=1C=C2C(=CN=C(C2=CN1)O[C@@H]1C[C@@H](C1)S(=O)(=O)C)[C@@H](CC)N[S@@](=O)C(C)(C)C (S)-N-((R)-1-(6-chloro-1-((cis)-3-(methylsulfonyl)cyclobutoxy)-2,7-naphthyridin-4-yl)propyl)-2-methylpropan-2-sulfinamide